BrC1=CC=C(CC2C(N(CC2)C2=CC=C(C=C2)C2=CC=NC=C2)=O)C=C1 3-(4-bromobenzyl)-1-(4-(pyridin-4-yl)phenyl)pyrrolidin-2-one